N-[(5-chlorothiophen-2-yl)methyl]-1-(2-methoxybenzoyl)-3-(4-methylpiperidin-4-yl)-1H-pyrazol-5-amine ClC1=CC=C(S1)CNC1=CC(=NN1C(C1=C(C=CC=C1)OC)=O)C1(CCNCC1)C